(5-bromo-6-((isopentyl(3-methoxyphenyl)(oxo)-λ6-sulfaneylidene)amino)-2-methylpyridin-3-yl)-N-ethyl-N-methylformimidamide BrC=1C=C(C(=NC1N=S(=O)(C1=CC(=CC=C1)OC)CCC(C)C)C)C(N(C)CC)=N